ClC=1C=CC(=NC1)C(C)C=1C=C2C(=CC=NC2=CC1)C(=O)O 6-(1-(5-chloropyridin-2-yl)ethyl)quinoline-4-carboxylic acid